N-benzyl-N-((4-(methylsulfonyl)morpholin-2-yl)methyl)-6-(2-azaspiro[5.5]undecan-2-yl)-2-(trifluoromethyl)pyrimidin-4-amine C(C1=CC=CC=C1)N(C1=NC(=NC(=C1)N1CC2(CCC1)CCCCC2)C(F)(F)F)CC2CN(CCO2)S(=O)(=O)C